tert-butyl (R)-3-(((3-(2,6-bis(benzyloxy)pyridin-3-yl)-1-methyl-1H-indazol-7-yl)(methyl)amino)methyl)piperidine-1-carboxylate C(C1=CC=CC=C1)OC1=NC(=CC=C1C1=NN(C2=C(C=CC=C12)N(C)C[C@@H]1CN(CCC1)C(=O)OC(C)(C)C)C)OCC1=CC=CC=C1